FC1=CC=C(C=C1)C1=CC=C(C=C1)C 4-fluoro-4'-methyl-[1,1'-biphenyl]